C1(C=CC2=CC=CC=C12)[Zr](N(CC)CC)(N(CC)CC)N(CC)CC indenyl-tris(diethylamino)zirconium